2-[4-({[(2S)-ethylpyrrolidin-2-yl]methyl}amino)pyrido[3,4-d]pyridazin-1-yl]-5-(trifluoromethyl)phenol formate salt C(=O)O.C(C)N1[C@@H](CCC1)CNC=1N=NC(=C2C1C=NC=C2)C2=C(C=C(C=C2)C(F)(F)F)O